N-(5-Chloro-6-(2H-1,2,3-triazol-2-yl)pyridin-3-yl)-5-cyano-1-(chinolin-5-yl)-1H-pyrazol-4-carboxamid ClC=1C=C(C=NC1N1N=CC=N1)NC(=O)C=1C=NN(C1C#N)C1=C2C=CC=NC2=CC=C1